NC1(CC(CC1)(C)CCB(O)O)C(=O)O 1-amino-3-(2-boronoethyl)-3-methylcyclopentane-1-carboxylic acid